6-chloro-N-[5-(difluoromethoxy)-4-methoxy-6-methylsulfanyl-pyrimidin-2-yl]-1H-indole ClC1=CC=C2C=CN(C2=C1)C1=NC(=C(C(=N1)OC)OC(F)F)SC